ClC1=NC=NC(=N1)C1=CC=CC=C1 4-chloro-6-phenyl-1,3,5-triazin